N1=NC(=CC=C1)OC=1C=C(CN2CCN(CC2)C(=O)N2N=C(C=C2)C(=O)O)C=CC1 1-(4-(3-(pyridazin-3-yloxy)benzyl)piperazine-1-carbonyl)-1H-pyrazole-3-carboxylic acid